C(C)ON(C1=C(C(=O)O)C=CC(=N1)C(F)(F)F)CC=1N=NN(N1)C 2-(ethoxy((2-methyl-2H-tetrazol-5-yl)methyl)amino)-6-(trifluoromethyl)nicotinic acid